CS(=O)(=O)CC1=C(C=CC=C1)[N+](=O)[O-] 1-(methylsulfonylmethyl)-2-nitro-benzene